CO[C@H]1CN(C[C@@H]1NC(=O)NCCCCCCCCCCCCC)\C=N\NC(=O)C1=CC=C(C(=O)OC)C=C1 methyl 4-(2-((E)-((3S,4S)-3-methoxy-4-(3-tridecylureido) pyrrolidin-1-yl)methylene)hydrazine-1-carbonyl)benzoate